C(C)NC(CCCO)=O N-ethyl-4-hydroxybutyramide